Br.OC=1C=CC=2C[C@H]3[C@H]4CCCC[C@]4(C2C1)CCN3CC3=CC=CC=C3 (9S,13S,14S)-3-hydroxy-17-benzylmorphinan hydrobromide salt